COC=1C=CC(=NC1OC)C1(C(CCCC1)=O)CC#N 2-[1-(5,6-dimethoxy-2-pyridyl)-2-oxo-cyclohexyl]acetonitrile